C[Si](N[Si](C)(C)CCCCCCCC)(C)CCCCCCCC 1,1,3,3-tetramethyl-dioctyl-disilazane